2-hexyl-1,4-butanediol C(CCCCC)C(CO)CCO